22-Chloro-5-methoxy-2,2-dioxo-20-oxa-2λ6-thia-3,19-diazapentacyclo[16.5.2.14,8.09,14.021,25]hexacosa-1(23),4(26),5,7,9(14),10,12,18,21,24-decaen-23-ol ClC1=C2ON=C3CCCC=4C=CC=CC4C4=CC=C(C(NS(C(=C1O)C=C23)(=O)=O)=C4)OC